3-(3-((5-(2-chlorophenyl)-1,3,4-oxadiazol-2-yl)thio)propoxy)-5,7-dimethoxy-2-(3,4,5-trimethoxyphenyl)-4H-chromen-4-one ClC1=C(C=CC=C1)C1=NN=C(O1)SCCCOC1=C(OC2=CC(=CC(=C2C1=O)OC)OC)C1=CC(=C(C(=C1)OC)OC)OC